4-(2,4-dichlorophenoxy)phenyl-diazonium ClC1=C(OC2=CC=C(C=C2)[N+]#N)C=CC(=C1)Cl